C1=COC(=C1)CNC2=CC(=C(C=C2C(=O)O)S(=O)(=O)N)Cl The molecule is a chlorobenzoic acid that is 4-chlorobenzoic acid substituted by a (furan-2-ylmethyl)amino and a sulfamoyl group at position 2 and 5 respectively. It is a diuretic used in the treatment of congestive heart failure. It has a role as a xenobiotic, an environmental contaminant and a loop diuretic. It is a sulfonamide, a chlorobenzoic acid and a member of furans.